BrC=1C=C(C=C2C(=C(C(OC12)=S)C)O)C(F)(F)F 8-bromo-4-hydroxy-3-methyl-6-(trifluoromethyl)chromene-2-thione